MethoxyEthyl Acrylate C(C=C)(=O)OCCOC